N-(1-methylcyclopropyl)-2,4-dioxo-3-(piperidin-4-yl)-1,2,3,4-tetrahydroquinazoline-6-sulfonamide CC1(CC1)NS(=O)(=O)C=1C=C2C(N(C(NC2=CC1)=O)C1CCNCC1)=O